S1SC(=CC=C1)C(OP(OC[C@@H](CO)O)(=O)O)C[N+](C)(C)C 1,2-dithiinyl-sn-glycero-3-phosphorylcholine